C(C)(C)(C)OC(=O)N1[C@@H](C[C@H](C1)OCC)C(=O)O (2S,4R)-1-(tert-butoxycarbonyl)-4-ethoxypyrrolidine-2-carboxylic acid